COC1CC(C1)C(=O)NC1=CC(=C(C=C1)OCCN1CCOCC1)C 3-methoxy-N-(3-methyl-4-(2-morpholinoethoxy)phenyl)cyclobutane-1-carboxamide